BrC=1C=C(C=CC1)CC1=CN=C(N1)[C@H]1N(C[C@@H](C1)O)C([C@H](C(C)(C)C)NC(C)=O)=O N-[(2S)-1-[(2S,4R)-2-[5-[(3-bromophenyl)methyl]-1H-imidazol-2-yl]-4-hydroxypyrrolidin-1-yl]-3,3-dimethyl-1-oxobutan-2-yl]acetamide